C1CCC12CN(CC2)CC=2C=CC=1N(C2)C=C(N1)CN1N=NC(=C1)C=1C(=NC=C(C1)OC)C#N 3-(1-{[6-({6-azaspiro[3.4]octan-6-yl}methyl)imidazo[1,2-a]pyridin-2-yl]methyl}-1H-1,2,3-triazol-4-yl)-5-methoxypyridine-2-carbonitrile